4-((2'-(5-Methoxyisoindolin-2-yl)-[2,4'-bipyrimidin]-4-yl)ethynyl)benzoic acid COC=1C=C2CN(CC2=CC1)C1=NC=CC(=N1)C1=NC=CC(=N1)C#CC1=CC=C(C(=O)O)C=C1